CCCCCC1CCCC1 N-PENTYLCYCLOPENTANE